6-(4-((2s,5S)-1-acetyl-4-acryloyl-5-(methoxymethyl)piperazin-2-yl)-6-chloropyridin-2-yl)-N-methylpyrimidine-4-carboxamide C(C)(=O)N1[C@H](CN([C@@H](C1)COC)C(C=C)=O)C1=CC(=NC(=C1)Cl)C1=CC(=NC=N1)C(=O)NC